NC1=NC=C(C2=C1C=NN2COCC[Si](C)(C)C)NC(C(N2[C@H](CC[C@@H](C2)C)C2=CC(=C(C(=C2)F)F)F)=O)=O N-[4-amino-1-(2-trimethylsilylethoxymethyl)pyrazolo[4,3-c]pyridin-7-yl]-2-oxo-2-[(2R,5S)-5-methyl-2-(3,4,5-trifluorophenyl)-1-piperidyl]acetamide